2-[2-(2-hydroxy-5-ethyl-phenyl)-phenethyl]-N,N-dimethylpiperidinium iodide [I-].OC1=C(C=C(C=C1)CC)C1=C(CCC2[N+](CCCC2)(C)C)C=CC=C1